1,2-di(tetracosyl)-sn-glycero-3-phosphorylcholine C(CCCCCCCCCCCCCCCCCCCCCCC)OC[C@@H](OCCCCCCCCCCCCCCCCCCCCCCCC)COP(=O)(O)OCC[N+](C)(C)C